(S)-6-(1-(4-fluorophenyl)ethyl)-5-((2-(pyrrolidin-1-yl)ethyl)amino)pyrazine-2-carboxamide FC1=CC=C(C=C1)[C@H](C)C1=C(N=CC(=N1)C(=O)N)NCCN1CCCC1